2,4-dimethylbenzene diisopropylcarbamate C(C)(C)N(C(O)=O)C(C)C.CC1=CC=CC(=C1)C